CC(C(=O)O)C(CCC)C 2,3-dimethylhexanoic acid